COC1=C(C=C(C=C1)C1=CN(C(C=2N1C=NC2)=O)C)NS(=O)(=O)C N-[2-methoxy-5-(7-methyl-8-oxoimidazo[1,5-a]pyrazin-5-yl)phenyl]methanesulfonamide